C1(CC1)COC1=NC=NC(=C1NC(C(F)(F)F)=O)C#CC1=CC(=NC=C1)NC(C(F)(F)F)=O N-[4-(cyclopropylmethoxy)-6-{[2-(2,2,2-trifluoroacetamido)pyridin-4-yl]ethynyl}pyrimidin-5-yl]-2,2,2-trifluoroacetamide